N-(2-Fluoro-5-(trifluoromethyl)phenyl)-2-(((2-(trifluoromethyl)pyridin-4-yl)thio)methyl)-1H-benzo[d]imidazol-5-amine FC1=C(C=C(C=C1)C(F)(F)F)NC1=CC2=C(NC(=N2)CSC2=CC(=NC=C2)C(F)(F)F)C=C1